C(C)(C)(C)P(C)C(C)(C)C bis(tertiary butyl)methylphosphine